[Cl-].O=[S@@]1C2=C([C@@H](CC1)C[NH3+])C=CS2 ((4r,7s)-7-Oxido-5,6-dihydro-4H-thieno[2,3-b]thiopyran-4-yl)methanaminium chloride